CC(C#N)(C)N1N=C(C(=C1)NC1=NN2C(C=N1)=CC=C2)C 2-Methyl-2-(3-methyl-4-(pyrrolo[2,1-f][1,2,4]triazin-2-ylamino)-1H-pyrazol-1-yl)propionitrile